2-{1-[6-(hydroxymethyl)pyridin-2-yl]-1H-pyrazol-3-yl}-N-[5-(trifluoromethyl)-1,3-thiazol-2-yl]acetamide OCC1=CC=CC(=N1)N1N=C(C=C1)CC(=O)NC=1SC(=CN1)C(F)(F)F